C(=O)(O)C1=CC=C(C=C1)CNC1=NC(=NC(=C1)N1CCC(CC1)CO)NC=1SC(=C(N1)C)C(=O)OCC ethyl 2-[[4-[[(4-carboxyphenyl) methyl] amino]-6-[4-(hydroxymethyl)-1-piperidinyl]-2-pyrimidinyl] amino]-4-methyl-5-thiazolecarboxylate